pyrrolo[2,3-c]isoquinoline C1=CNC=2N=CC=3C=CC=CC3C21